FC(CCCC(C)=O)(F)F 6,6,6-trifluorohexane-2-one